5-methyl-2-(2-pyridyl)-7,8-dihydro-5H-pyrido[4,3-d]pyrimidine-6-carboxylic acid tert-butyl ester C(C)(C)(C)OC(=O)N1C(C2=C(N=C(N=C2)C2=NC=CC=C2)CC1)C